1-allyl-2-(4-(phenylthio)benzyl)disulfane C(C=C)SSCC1=CC=C(C=C1)SC1=CC=CC=C1